C(C(C)C)N1N=C(C2=C(C=CC=C12)CC1=CC=C(C=C1)C(F)(F)F)C(=O)NC1CCC12CC(C2)C(=O)O [[1-isobutyl-4-[[4-(trifluoromethyl)phenyl]methyl]indazole-3-carbonyl]amino]spiro[3.3]heptane-6-carboxylic acid